C(C)(CC)C1CC(C=2N1N=CC2)NCC[C@]2(CCOC1(CCCC1)C2)C2=NC=CC=C2 6-(sec-butyl)-N-(2-((R)-9-(pyridin-2-yl)-6-oxaspiro[4.5]decan-9-yl)ethyl)-5,6-dihydro-4H-pyrrolo[1,2-b]pyrazol-4-amine